C1NCCC2=NN3C(CNCC3C(=O)O)=C21 1,2,3,4,7,8,9,10-octahydropyrido[4',3':3,4]Pyrazolo[1,5-a]Pyrazine-7-Formic acid